CN1N=C(C=C1)C=1C2=C(N=C(N1)C1=CC=C(C=C1)C(F)(F)F)CN(CC2)C(CC)=O 1-(4-(1-methyl-1H-pyrazol-3-yl)-2-(4-(trifluoromethyl)phenyl)-5,8-dihydropyrido[3,4-d]pyrimidin-7(6H)-yl)propan-1-one